7-(4,4-difluoropiperidin-1-yl)-N-(3-(2,6-dioxopiperidin-3-yl)phenyl)-7-oxoheptylamide FC1(CCN(CC1)C(CCCCCC[N-]C1=CC(=CC=C1)C1C(NC(CC1)=O)=O)=O)F